CC1=C(C=C(C=C1N)N)N 2-methyl-1,3,5-benzenetriamine